BrC1=CC(=C(C=C1)S(=O)(=O)NC1=C(C=CC=C1C)C(=C)C)C 4-Bromo-N-(2-isopropenyl-6-methyl-phenyl)-2-methyl-benzenesulfonamide